Cl.Cl.CN(CCNC(=O)[C@H]1NC[C@H](C1)O)C (2S,4S)-N-(2-dimethylaminoethyl)-4-hydroxy-pyrrolidine-2-carboxamide dihydrochloride